BrCC(=O)C=1C=NN(C1C)C 2-bromo-1-(1,5-dimethyl-1H-pyrazol-4-yl)ethan-1-one